[Pd].C(/C1=CC=CC=C1)=C\C(=O)C=CC1=CC=CC=C1.C(C1=CC=CC=C1)=CC(=O)C=CC1=CC=CC=C1 (1e,4e)-bis(dibenzylideneacetone) palladium